C(C)N(C(=O)C1=C(OC=2C=NC(=[N+](C2)[O-])C)C=CC(=C1)F)C(C)C 5-(2-(ethyl-(isopropyl)carbamoyl)-4-fluorophenoxy)-2-methylpyrimidine 1-oxide